5-bromo-3-((2,3-dichlorophenylimino)-methyl)-2-(isobutyryl-oxy)phenyl 4-methyl-benzoate CC1=CC=C(C(=O)OC2=C(C(=CC(=C2)Br)C=NC2=C(C(=CC=C2)Cl)Cl)OC(C(C)C)=O)C=C1